allylcytosine C(C=C)NC1=NC(NC=C1)=O